C1(CC1)CN1C(=NC2=C1C=CC=C2)C2CCN(CC2)C(=O)C2=CC=C1C(=NN(C1=C2)CC2CC2)C2=CC(=CC=C2)F (4-(1-(cyclopropylmethyl)-1H-benzo[d]imidazol-2-yl)piperidin-1-yl)(1-(cyclopropylmethyl)-3-(3-fluorophenyl)-1H-indazol-6-yl)methanone